ClC1=C(C=CC=C1)N1C=2N(C3=C(C1=O)C=NC(=N3)NC3=CC(=C(C=C3)OCCCN(CC)CC)C)C=CN2 6-(2-chlorophenyl)-2-({4-[3-(diethylamino)propoxy]-3-methylphenyl}amino)imidazo[1,2-a]pyrimido[5,4-e]pyrimidin-5(6H)-one